2-(benzo[d]thiazol-2-yl)-6-fluoroaniline S1C(=NC2=C1C=CC=C2)C2=C(N)C(=CC=C2)F